(R)-N-(2-(1-methylpyrrolidin-2-yl)-1H-pyrrolo[3,2-c]pyridin-6-yl)-4-(1H-pyrazol-4-yl)benzamide CN1[C@H](CCC1)C1=CC=2C=NC(=CC2N1)NC(C1=CC=C(C=C1)C=1C=NNC1)=O